O=C1N(NC2=CC=CC=C12)C(=O)N 3-oxo-1,3-dihydro-indazole-2-carboxamide